5-(3-(trans-4-(3-hydroxypropoxy)cyclohexyl)-4,4-dimethyl-5-oxo-2-thioxoimidazolidin-1-yl)-3-(trifluoromethyl)pyridinecarbonitrile OCCCO[C@@H]1CC[C@H](CC1)N1C(N(C(C1(C)C)=O)C=1C=C(C(=NC1)C#N)C(F)(F)F)=S